Cl.Cl.O(CCN)CCN 2,2'-oxybis(ethan-1-amine) dihydrochloride